(2R,3S)-2-[4-(cyclopentylamino)phenyl]-1-(2-fluoro-6-methyl-benzoyl)-N-[4-methyl-3-chlorophenyl]piperidine-3-carboxamide C1(CCCC1)NC1=CC=C(C=C1)[C@@H]1N(CCC[C@@H]1C(=O)NC1=CC(=C(C=C1)C)Cl)C(C1=C(C=CC=C1C)F)=O